CC1OCCOC1 methyl-1,4-dioxane